[Si](C1=CC=CC=C1)(C1=CC=CC=C1)(C(C)(C)C)OC1C(COC1)C(=O)O 4-[tert-butyl(diphenyl)silyl]oxytetrahydrofuran-3-carboxylic acid